FC(CN(C(OCC1=CC=CC=C1)=O)C)(CCOS(=O)(=O)C1=CC=C(C=C1)C)F 4-methylbenzenesulfonic acid-6,6-difluoro-4-methyl-3-oxo-1-phenyl-4-aza-2-oxaoct-8-yl ester